C(C1=CC=CC=C1)O[C@@H]1[C@H]([C@@H]([C@H](C1)CCC1=CC=C2C=CC=NC2=C1)O[Si](C1=CC=CC=C1)(C1=CC=CC=C1)C(C)(C)C)F 7-{2-[(1S,2R,3R,4S)-4-(benzyloxy)-2-[(tert-butyldiphenylsilyl)oxy]-3-fluorocyclopentyl]ethyl}quinoline